2-amino-7-(cyclopropylmethyl)-9-((2R,3S,4S,5R)-4-fluoro-3-hydroxy-5-(hydroxymethyl)tetrahydrofuran-2-yl)-7,9-dihydro-8H-purin-8-one NC1=NC=C2N(C(N(C2=N1)[C@@H]1O[C@@H]([C@H]([C@H]1O)F)CO)=O)CC1CC1